[Na].B(O)(O)O Boric acid Sodium